C(C1CO1)N(C1=C(C=C(C=C1)C1=CC(=C(C=C1)N(CC1CO1)CC1CO1)OC)OC)CC1CO1 N,N,N',N'-tetraglycidyl-3,3'-dimethoxy-4,4'-diaminobiphenyl